1-[4-(5-{7-[2-(1-benzyl-2,6-dioxopiperidin-3-yl)-1-oxo-2,3-dihydro-1H-isoindol-4-yl]-heptyloxy}-benzoimidazol-1-yl)-phenyl]-3-(5-tert-butyl-2H-pyrazol-3-yl)-urea C(C1=CC=CC=C1)N1C(C(CCC1=O)N1C(C2=CC=CC(=C2C1)CCCCCCCOC1=CC2=C(N(C=N2)C2=CC=C(C=C2)NC(=O)NC=2NN=C(C2)C(C)(C)C)C=C1)=O)=O